zinc di(3-acryloyloxypropionate) C(C=C)(=O)OCCC(=O)[O-].C(C=C)(=O)OCCC(=O)[O-].[Zn+2]